6-[[(3R,5S)-1-Methyl-5-fluoro-3-piperidyl]amino]-3-[2-hydroxy-4-(trifluoromethyl)phenyl]-4H-1,2,4-triazin-5-one CN1C[C@@H](C[C@@H](C1)F)NC=1C(NC(=NN1)C1=C(C=C(C=C1)C(F)(F)F)O)=O